FC1=CC=C(C=C1)N1N=CC2=CC(=CC=C12)[C@H]1C[C@H](N(CC1)S(=O)(=O)C=1C=NN(C1)CCC)C 1-(4-fluorophenyl)-5-((2R,4R)-2-methyl-1-((1-propyl-1H-pyrazol-4-yl)sulfonyl)piperidin-4-yl)-1H-indazole